Dihydro-phenazin C1CC=CC2=NC3=CC=CC=C3N=C12